methyl 3-bromo-2-(2,2,2-trifluoroacetamido)benzoate BrC=1C(=C(C(=O)OC)C=CC1)NC(C(F)(F)F)=O